(1S,3S,4S)-N-((S)-1-cyano-2-((R)-2-oxopiperidin-3-yl)ethyl)-2-((R)-3-cyclopropyl-2-((5-methylpyridin-3-yl)amino)propanoyl)-5,5-difluoro-2-azabicyclo[2.2.2]octane-3-carboxamide C(#N)[C@H](C[C@@H]1C(NCCC1)=O)NC(=O)[C@H]1N([C@@H]2CC([C@H]1CC2)(F)F)C([C@@H](CC2CC2)NC=2C=NC=C(C2)C)=O